C(C)N(CC)[Al](N(CC)CC)N(CC)CC tris(diethylamino)aluminium(III)